4-chloro-isoindole-1,3-dione-1-oxime ClC1=C2C(NC(C2=CC=C1)=NO)=O